2-(3-(3-(methylcarbamoyl)phenoxy)phenyl)propan-2-ylcarbamic acid 1-aza-bicyclo[3.2.2]non-4-yl ester N12CCC(C(CC1)CC2)OC(NC(C)(C)C2=CC(=CC=C2)OC2=CC(=CC=C2)C(NC)=O)=O